4-(5-(4-Ethoxyphenyl)-3a,6a-dimethylhexahydro-pyrrolo[3,4-c]pyrrol-2(1H)-yl)butanenitrile C(C)OC1=CC=C(C=C1)N1CC2(C(C1)(CN(C2)CCCC#N)C)C